2-Hydroxy-5-(2-(trimethylsilyl)ethynyl)benzaldehyde OC1=C(C=O)C=C(C=C1)C#C[Si](C)(C)C